[Ag].[B] Boron-silver